O=C1NC(CCC1N1C(N(C2=C1C=CC=C2CN2CCC(CC2)CC2CCN(CC2)C(=O)OC(C)(C)C)C)=O)=O tert-butyl 4-[[1-[[1-(2,6-dioxo-3-piperidyl)-3-methyl-2-oxo-benzimidazol-4-yl]methyl]-4-piperidyl]methyl]piperidine-1-carboxylate